ClC1=CC=C2C(=C(NC2=C1Cl)CNC(CO)=O)C=1C=NN(C1)C1OCCCC1 N-[[6,7-dichloro-3-(1-tetrahydropyran-2-ylpyrazol-4-yl)-1H-indol-2-yl]methyl]-2-hydroxy-acetamide